C(CC)S(=O)OCCC propyl propanesulfinate